methyl N-[5-[6-(6-fluoro-3,4-dihydro-2H-quinoline-1-carbonyl)-8-methyl-imidazo[1,2-a]pyrazin-3-yl]-2-pyridyl]carbamate FC=1C=C2CCCN(C2=CC1)C(=O)C=1N=C(C=2N(C1)C(=CN2)C=2C=CC(=NC2)NC(OC)=O)C